FC(C1=CC=CN2C1=NC=CC2=O)(F)F 9-(trifluoromethyl)-4H-pyrido[1,2-a]pyrimidin-4-one